tert-butyl (tert-butoxycarbonyl)((trans-3-(3-cyclopropyl-4-(6-(pyrrolidin-1-yl)pyridin-2-yl)-1H-pyrazol-1-yl)cyclobutyl)methyl)carbamate C(C)(C)(C)OC(=O)N(C(OC(C)(C)C)=O)C[C@@H]1C[C@H](C1)N1N=C(C(=C1)C1=NC(=CC=C1)N1CCCC1)C1CC1